NC[C@H](C1=CC(=CC=C1)Cl)NC(=O)C=1N=CN(C1)C1=NC(=NC=C1C)N[C@H]1COCC1 N-((S)-2-amino-1-(3-chlorophenyl)-ethyl)-1-(5-methyl-2-(((R)-tetrahydrofuran-3-yl)amino)pyrimidin-4-yl)-1H-imidazole-4-carboxamide